FC(C1=C(C(=NC=C1F)C)N)F 4-(difluoromethyl)-5-fluoro-2-methylpyridin-3-amine